C(C1=CC=CC=C1)OC1=C(C(OC12CCC(CC2)OC2CCN(CC2)CCOCCOCCOCCOCC(=O)OC(C)(C)C)=O)C2=C(C=C(C=C2C)C)C tert-butyl 14-(4-(((5r,8r)-4-(benzyloxy)-3-mesityl-2-oxo-1-oxaspiro[4.5]dec-3-en-8-yl)oxy)piperidin-1-yl)-3,6,9,12-tetraoxatetradecanoate